OC1=CC=C(C=C1)C(C)(CCCCCCC)C1=CC=C(C=C1)O 2,2-bis(4-hydroxyphenyl)nonane